OC(CN(CCC(C(=O)N)C)CC(CCCCCCCCCC)O)CCCCCCCCCC (2-(bis(2-hydroxydodecyl)amino)ethyl)propanamide